1-[9-(4-chlorophenyl)-8-(6-cyano-3-pyridyl)-2-(2-hydroxy-2-methyl-propoxy)purin-6-yl]-4-methyl-piperidine-4-carboxamide ClC1=CC=C(C=C1)N1C2=NC(=NC(=C2N=C1C=1C=NC(=CC1)C#N)N1CCC(CC1)(C(=O)N)C)OCC(C)(C)O